NC1=C2C(=NC=N1)N(N=C2C)[C@H](C)C2=C(C(=C(C#N)C(=C2)Cl)C2CN(C2)C[C@@H](C)O)OC 4-((R)-1-(4-amino-3-methyl-1H-pyrazolo[3,4-d]pyrimidin-1-yl)ethyl)-6-chloro-2-(1-((R)-2-hydroxypropyl)azetidin-3-yl)-3-methoxybenzonitrile